FC1=C(C(=CC=2SC(=CC21)C(CC(C(=O)OC)(C)C)=O)OC)OCCCOC2=C(C1=CC=C(C=C1C=C2OC)C(CCC(=O)OC)=O)F methyl 4-(4-fluoro-5-(3-((1-fluoro-3-methoxy-6-(4-methoxy-4-oxobutanoyl)naphthalen-2-yl)oxy)propoxy)-6-methoxybenzo[b]thiophen-2-yl)-2,2-dimethyl-4-oxobutanoate